[(2R)-3-chloro-2-hydroxy-propyl]carbamate ClC[C@@H](CNC([O-])=O)O